O1C(CCCC1)N1N=CC(=C1)C1=CC=C(C2=C1N=CS2)C2=CC=C(N=N2)NC2CC1COCC(C2)N1C(=O)OC(C)(C)C tert-butyl (endo)-7-[(6-{4-[1-(oxan-2-yl)pyrazol-4-yl]-1,3-benzothiazol-7-yl}pyridazin-3-yl)amino]-3-oxa-9-azabicyclo[3.3.1]nonane-9-carboxylate